3-ethyl-2-iodo-5-(trifluoromethyl)phenol C(C)C=1C(=C(C=C(C1)C(F)(F)F)O)I